6-(7-methylpyrazolo[1,5-a]pyridin-6-yl)spiro[chromane-2,4'-piperidine] 2HCl Cl.Cl.CC1=C(C=CC=2N1N=CC2)C=2C=C1CCC3(CCNCC3)OC1=CC2